3-(2-(3-(ethoxymethyl)-3-phenethylpyrrolidin-1-yl)propan-2-yl)pyridine C(C)OCC1(CN(CC1)C(C)(C)C=1C=NC=CC1)CCC1=CC=CC=C1